tert-butyl 4-[2-(4,4,5,5-tetramethyl-1,3,2-dioxaborolan-2-yl)vinyl]piperidine-1-carboxylate CC1(OB(OC1(C)C)C=CC1CCN(CC1)C(=O)OC(C)(C)C)C